CC(C)C[C@@H](C(=O)O)NC(=O)[C@H](CCC(=O)O)N The molecule is a dipeptide composed of L-glutamic acid and L-leucine joined by a peptide linkage. It has a role as a metabolite. It derives from a L-glutamic acid and a L-leucine.